[C@H]1([C@@H](O)[C@@H](O)[C@H](O)[C@H](O1)CO)O[C@@H]1[C@@H]([C@H](O[C@@H]([C@H]1O)CO[C@@H]1[C@@H](O)[C@@H](O)[C@H](O)[C@H](O1)CO)OCCN)O 2-({α-D-mannopyranosyl-(1→3)-[α-D-mannopyranosyl-(1-6)]-α-D-mannopyranosyl}oxy)ethan-1-amine